2,2-dimethyl-3-(methylamino)propionic acid hydrochloride Cl.CC(C(=O)O)(CNC)C